ethyl 2-(2-((7-bromobenzofuran-5-yl)methoxy)phenyl)acetate BrC1=CC(=CC=2C=COC21)COC2=C(C=CC=C2)CC(=O)OCC